ClC=1C(=C(C(=CC1)C(F)(F)F)CCC(C)(S(=O)N)C)SC1=C(C=CC=C1)CO [[3-chloro-2-[2-(hydroxymethyl)phenyl]sulfanyl-6-(trifluoromethyl)phenyl]methyl]-2-methyl-propane-2-sulfinamide